2-(6-acetoxy-1,1-dimethyl-2,3-dihydro-1H-inden-5-yl)-4-((4-methoxybenzyl)amino)-6-methylpyrimidin-5-carboxylic acid ethyl ester C(C)OC(=O)C=1C(=NC(=NC1C)C=1C=C2CCC(C2=CC1OC(C)=O)(C)C)NCC1=CC=C(C=C1)OC